CC1=C(C2=C(N=CN=C2NC2(CC2)C)O1)C(=O)N 6-Methyl-4-[(1-Methylcyclopropyl)Amino]Furo[2,3-d]Pyrimidine-5-Carboxamide